NCC1=CC=C(C=C1)N(C(=O)C1=CC2=C(OCCC3=C2SC=C3)C=C1C=1C(=NC(=CC1)C(NCCC)=O)C(=O)O)C 3-(9-((4-(aminomethyl)phenyl)(methyl)carbamoyl)-4,5-dihydrobenzo[b]thieno[2,3-d]oxepin-8-yl)-6-(propylcarbamoyl)picolinic acid